ethyl rac-(6S,7S)-7-(4-fluoro-2-methoxy-3-methylphenyl)-2,5-dioxaspiro[3.4]octane-6-carboxylate FC1=C(C(=C(C=C1)[C@H]1[C@H](OC2(COC2)C1)C(=O)OCC)OC)C |r|